C(C)O/C=C/C=1C=C(C=CC1)C(C(=O)OC)C methyl 2-[3-[(E)-2-ethoxyvinyl]phenyl]propanoate